2-(3-(3-(2,4-Difluorophenyl)-4-oxo-3,4-dihydrophthalazin-1-yl)phenyl)-N-(2-hydroxyethyl)-2-methyl-Propanamide FC1=C(C=CC(=C1)F)N1N=C(C2=CC=CC=C2C1=O)C=1C=C(C=CC1)C(C(=O)NCCO)(C)C